(4S)-1-{[1,1-Difluoroprop-2-yl]oxy}-5,5-difluoro-3-methanesulfonyl-4H,5H,6H-cyclopenta[c]thiophen-4-ol FC(C(C)OC=1SC(=C2C1CC([C@H]2O)(F)F)S(=O)(=O)C)F